ethyl 7-chloro-6-fluoro-1-(5-fluoro-1,3-thiazol-2-yl)-5-methyl-4-oxo-1,4-dihydro-1,8-naphthyridine-3-carboxylate ClC1=C(C(=C2C(C(=CN(C2=N1)C=1SC(=CN1)F)C(=O)OCC)=O)C)F